COC(C1=C(C=CC=C1)N[C@H](C)C=1C=C(C=C2C(N(C(=NC12)C1(CCC1)C)C)=O)C)=O.N1(CCCC1)C=O (pyrrolidin-1-yl)methanone methyl-(R)-2-((1-(3,6-dimethyl-2-(1-methylcyclobutyl)-4-oxo-3,4-dihydroquinazolin-8-yl)ethyl)amino)benzoate